C(C)(=O)C1=CC(=C2CN(C(C2=C1)=O)C1=CC(=CC=C1)C1(COC1)[C@H](C1=NN=CN1C)F)C(F)(F)F 6-acetyl-2-(3-{3-[(R)-fluoro(4-methyl-1,2,4-triazol-3-yl)methyl]oxetan-3-yl}phenyl)-4-(trifluoromethyl)-3H-isoindol-1-one